C(=O)[C@@]12[C@]3(CCC(C=C3CC[C@H]1[C@@H]1CCC([C@@]1(C)CC2)=O)=O)C 9-formyl-4-androstene-3,17-dione